N-{[4-(methylsulfonyl)phenyl]amino}oxamic acid CS(=O)(=O)C1=CC=C(C=C1)NNC(C(=O)O)=O